1,4-diazabicyclo[2.2.2]octan-1-ium [NH+]12CCN(CC1)CC2